FC1=CC(=C(N)C(=C1)C1=CC=NN1C)C(C)C 4-fluoro-2-isopropyl-6-(1-methyl-1H-pyrazol-5-yl)aniline